F[C@H]1[C@H](C[C@@]2(CC[C@H]1N2)C)N(C=2N=CC(=NC2)C2=C(C=C(C=C2)C=2C=NNC2)O)C 2-(5-(((1S,3S,4R,5R)-4-fluoro-1-methyl-8-azabicyclo[3.2.1]octan-3-yl)(methyl)amino)pyrazin-2-yl)-5-(1H-pyrazol-4-yl)phenol